(S)-4-(5-((benzhydryl)amino)pyrazin-2-yl)-2-methylpiperazine-1-carboxylic acid tert-butyl ester C(C)(C)(C)OC(=O)N1[C@H](CN(CC1)C1=NC=C(N=C1)NC(C1=CC=CC=C1)C1=CC=CC=C1)C